N-[1-[4-(3-cyclopropyl-1,2,4-oxadiazol-5-yl)phenyl]ethyl]-N,2,5,6-tetramethyl-pyrimidin-4-amine C1(CC1)C1=NOC(=N1)C1=CC=C(C=C1)C(C)N(C1=NC(=NC(=C1C)C)C)C